3-(1,1-difluoro-2-((1R,3s,5S)-3-hydroxy-8-azabicyclo[3.2.1]octan-8-yl)-2-oxoethyl)-4-fluoro-N-(1-isopropyl-1H-pyrazol-4-yl)benzamide FC(C(=O)N1[C@H]2CC(C[C@@H]1CC2)O)(F)C=2C=C(C(=O)NC=1C=NN(C1)C(C)C)C=CC2F